C(CCCCCCCCCCC)(=O)NCCC[N+](C)(C)CC(=O)[O-] {[3-(dodecanoylamino)propyl]-(dimethyl)-ammonio}acetate